FC=1C=C(C=CC1C)N1N=C2N=CN=C(C2=C1)N1C[C@@H](N(CC1)C)C(=O)NCC=1C=C2C(=CN1)SC=C2F (R)-4-(2-(3-fluoro-4-methylphenyl)-2H-pyrazolo[3,4-d]pyrimidin-4-yl)-N-((3-fluorothieno[2,3-c]pyridin-5-yl)methyl)-1-methylpiperazine-2-carboxamide